FC1(CCNCC1)CN1CCC(CC1)C1=CN(C2=CC(=CC=C12)N1CNCC=C1)C 1-(3-(1-((4-Fluoropiperidin-4-yl)methyl)piperidin-4-yl)-1-methyl-1H-indol-6-yl)dihydropyrimidine